1,3-Dimethyl-2,4-phenylene diisocyanate CC1=C(C(=C(C=C1)N=C=O)C)N=C=O